ClC1CNC(C(N1C1=C(C=CC=C1F)F)C1=CC=C(C=C1)Cl)C 3-chloro-5-(4-chlorophenyl)-4-(2,6-difluorophenyl)-6-methylpiperazine